5-Fluoro-7-(2-methylimidazo[1,2-a]pyridin-6-yl)-3-(piperidin-4-yl)cinnoline FC1=C2C=C(N=NC2=CC(=C1)C=1C=CC=2N(C1)C=C(N2)C)C2CCNCC2